N'-benzyloxycarbonyl-L-ornithine C(C1=CC=CC=C1)OC(=O)NCCC[C@H](N)C(=O)O